(2E)-methyl 3-(4-hydroxy-3-methoxyphenyl)-2-propenoate OC1=C(C=C(C=C1)/C=C/C(=O)OC)OC